CC(CC1=CC=C(C=C1)C(C)C1SCC(N1)C(=O)O)C 2-[1-[4-(2-methylpropyl)phenyl]ethyl]-thiazolidine-4-carboxylic acid